n-methoxy-6-methyl-5-(piperazin-1-yl)pyridineamide hydrochloride Cl.CONC(=O)C1=NC(=C(C=C1)N1CCNCC1)C